CC1(CNCC1C1=CC=CC=C1)C 3,3-dimethyl-4-phenylpyrrolidine